2-(2-methoxyphenyl)-6-[2-(4-pyridinyl)ethynyl]imidazo[1,2-a]pyrimidin-7-amine COC1=C(C=CC=C1)C=1N=C2N(C=C(C(=N2)N)C#CC2=CC=NC=C2)C1